3-vinyl-3,7-dimethyloct-1,6-dien-4-ol C(=C)C(C=C)(C(CC=C(C)C)O)C